(5-bromo-2-methoxyphenyl)(1,4-oxazepan-4-yl)methanone BrC=1C=CC(=C(C1)C(=O)N1CCOCCC1)OC